COC(=O)[C@@H]1OC[C@@H]([C@H]1O[Si](C)(C)C(C)(C)C)F.[Si](C)(C)(C(C)(C)C)O[C@H]1[C@@H]([C@@H](OC1)C(=O)OC)F methyl (2S,3R,4R)-4-((tert-butyldimethylsilyl)oxy)-3-fluorotetrahydrofuran-2-carboxylate methyl-(2R,3S,4S)-3-((tert-butyldimethylsilyl)oxy)-4-fluorotetrahydrofuran-2-carboxylate